[Si](C1=CC=CC=C1)(C1=CC=CC=C1)(C(C)(C)C)OC[C@@H]1CCC(N1C(=O)OC(C)(C)C)(O)C#C tert-butyl (5S)-5-(((tert-butyldiphenylsilyl)oxy)methyl)-2-ethynyl-2-hydroxypyrrolidine-1-carboxylate